ytterbium strontium manganese [Mn].[Sr].[Yb]